methyl (5R)-3-((6-aminopyridazin-3-yl)methyl)-2-oxo-5-(trifluoromethyl)piperidine-3-carboxylate NC1=CC=C(N=N1)CC1(C(NC[C@@H](C1)C(F)(F)F)=O)C(=O)OC